BrC=1C(=NC(=NC1)NC1=CC2=C(N(CCO2)CCN2CCN(CC2)C)C=C1)NC1=C(C=CC=C1)S(=O)(=O)C(C)C 5-bromo-N4-(2-isopropylsulfonylphenyl)-N2-[4-[2-(4-methylpiperazin-1-yl)ethyl]-2,3-dihydro-1,4-benzoxazin-7-yl]pyrimidine-2,4-diamine